2-(2-((3r,4r)-3-amino-4-fluoro-1-piperidinyl)-5,6-difluoro-1H-benzoimidazol-1-yl)-1-(1-pyrrolidinyl)ethanone N[C@@H]1CN(CC[C@H]1F)C1=NC2=C(N1CC(=O)N1CCCC1)C=C(C(=C2)F)F